I.C(C)C1=NC(=NN1)N ethyl-1,2,4-triazol-3-amine hydroiodide